O1C(CC1)CNC1=C(C=CC(=C1)C1=NN=NN1COCC[Si](C)(C)C)NC(C)=O N-(2-((oxetan-2-ylmethyl)amino)-4-(1-((2-(trimethylsilyl)ethoxy)methyl)-1H-tetrazol-5-yl)phenyl)acetamide